C1(CC=C(C=C1)C)(C)S(=O)(=O)OC=1C=C(C=CC1)NC(=O)NC1=CC(=CC=C1)OS(=O)(=O)C1(CC=C(C=C1)C)C N,N'-di-[3-(p-xylenesulfonyloxy)phenyl]urea